CC=1OC(NN1)C12CC(CC(N1)C2)C 2-methyl-5-(cis-3-methyl-6-azabicyclo[3.1.1]heptan-1-yl)-1,3,4-oxadiazolen